2-(2-fluoro-6-(piperidin-1-yl)pyridin-3-yl)-6,7-dihydrothiazolo[5,4-c]pyridin-4(5H)-one FC1=NC(=CC=C1C=1SC=2C(NCCC2N1)=O)N1CCCCC1